1-(6-methoxypyridin-2-yl)-4-(methylamino)-7-(trifluoromethyl)-pyrido[2,3-d]pyrimidin-2(1H)-one COC1=CC=CC(=N1)N1C(N=C(C2=C1N=C(C=C2)C(F)(F)F)NC)=O